COC(=O)C=1C=C(C2=C(C=CO2)C1C)Br 7-bromo-4-methylbenzofuran-5-carboxylic acid methyl ester